N(=[N+]=[N-])C1=C(C=CC=C1C)C 2-azido-1,3-dimethylbenzene